COC(CC1=C(N=C(N(C1=O)C1=C(C(=CC=C1)Cl)Cl)C)OS(=O)(=O)C1=CC=C(C=C1)C)=O 2-[1-(2,3-dichlorophenyl)-2-methyl-4-[(4-methyl-benzenesulfonyl)oxy]-6-oxo-1,6-dihydropyrimidin-5-yl]acetic acid methyl ester